COC1=C(C=CC(=C1)C(F)(F)F)C1(CC1)C(=O)OC(C)(C)C tert-butyl 1-[2-methoxy-4-(trifluoromethyl)phenyl]cyclopropane-1-carboxylate